C(C)(C)(C)OC(N(C12CC3(C[C@@H](CC(C1)C3)C2)OCCO)CC(=O)N2[C@@H](CCC2)C#N)=O (2-((S)-2-cyanopyrrolidin-1-yl)-2-oxoethyl)((1S,3r,5S)-3-(2-hydroxyethoxy)adamantan-1-yl)carbamic acid tert-butyl ester